FC1=C(C(=C(C(=C1F)F)F)F)B(C1=C(C(=C(C(=C1F)F)F)F)F)C1=C(C(=C(C(=C1F)F)F)F)F tris(perfluorophenyl)borane